NC(C(=O)O)CCCC 2-amino-Hexanoic acid